2,2-bis[(acetyloxy)methyl]propane-1,3-diol C(C)(=O)OCC(CO)(CO)COC(C)=O